tert-butyl ((6-methoxy-5-(4,4,5,5-tetramethyl-1,3,2-dioxaborolan-2-yl)-1-tosyl-1H-indol-2-yl)methyl)carbamate COC1=C(C=C2C=C(N(C2=C1)S(=O)(=O)C1=CC=C(C)C=C1)CNC(OC(C)(C)C)=O)B1OC(C(O1)(C)C)(C)C